C1(=CC=CC=C1)[C@@H](C)NC(O)=O.[N+](=O)([O-])C1=CC=CC=C1 4-nitrobenzene (R)-(1-phenylethyl)carbamate